FC=1C=CC(=C(C(=O)N(C(C)C)C(C)C)C1)OC=1C(=NC=NC1)N1CC2(C1)CN(CC2)C2CC1=CC=C(C=C1CC2)F 5-fluoro-2-((4-(6-(6-fluoro-1,2,3,4-tetrahydronaphthalen-2-yl)-2,6-diazaspiro[3.4]octan-2-yl)pyrimidin-5-yl)oxy)-N,N-diisopropylbenzamide